Phenylether sulfite S(=O)(O)O.C1(=CC=CC=C1)OC1=CC=CC=C1